SCC(CCl)C 1-mercapto-2-methyl-3-chloropropane